camphorsulfonic acid, chloride C12(C(=O)CC(CC1)C2(C)C)CS(=O)(=O)Cl